S1C=CC2=C1C1(NCC2)CCNCC1 5',6'-dihydro-4'H-spiro[piperidine-4,7'-thieno[2,3-c]pyridine]